[Br-].CC(CCCCCCCCCCCCCCC)([NH+](CCCCCCCCCCCCCCCC)CCCCCCCCCCCCCCCC)C dimethyl-tricetyl-ammonium bromide